N1,N3-bis(3-(tert-butyl)phenyl)-2-chloro-N1,N3-diphenylbenzene-1,3-diamine C(C)(C)(C)C=1C=C(C=CC1)N(C1=C(C(=CC=C1)N(C1=CC=CC=C1)C1=CC(=CC=C1)C(C)(C)C)Cl)C1=CC=CC=C1